2-((((9H-Fluoren-9-yl)methoxy)carbonyl)amino)-4-(3-methoxy-4-(methylcarbamoyl)phenyl)butanoic acid C1=CC=CC=2C3=CC=CC=C3C(C12)COC(=O)NC(C(=O)O)CCC1=CC(=C(C=C1)C(NC)=O)OC